ClC1=NC(=CC(=C1C=O)I)Cl 2,6-dichloro-4-iodo-pyridine-3-carbaldehyde